CC1=CC=C(C=C1)NC1=CC=C(C=C1)C 4-methyl-N-(4-methylphenyl)Benzenamine